C(CCC)C1=CC(=CC=C1O)C butyl-4-cresol